C(CCCCCCC\C=C/C\C=C/C\C=C/CC)(=O)OCCCCCCCCCCCCCC(=O)O 14-(((9Z,12Z,15Z)-octadeca-9,12,15-trienoyl)oxy)-tetradecanoic acid